FC1=C(C(=CC=C1)OC)C=1C=C2C(=CN1)NN=C2NC(C2=CC=C(C=C2)N2CCN(CC2)C(C)C)=O N-(5-(2-Fluoro-6-methoxyphenyl)-1H-pyrazolo[3,4-c]pyridin-3-yl)-4-(4-isopropylpiperazin-1-yl)benzamide